FC=1C=C(C=C(C1OC=1SC=CN1)C)NC(=O)NC(=O)C1CC(C1)OC N-((3-fluoro-5-methyl-4-(thiazol-2-yloxy)phenyl)carbamoyl)-3-methoxycyclobutane-1-carboxamide